C1=C(C=CC2=CC=CC=C12)CCO 2-(naphthalen-2-yl)ethan-1-ol